CC1(CCOCC1)NC(=O)[C@@H]1CC12CCN(CC2)C(=O)OC(C(F)(F)F)C(F)(F)F |o1:10| 1,1,1,3,3,3-hexafluoro-propan-2-yl (R or S)-1-((4-methyl-tetrahydro-2H-pyran-4-yl)carbamoyl)-6-azaspiro[2.5]octane-6-carboxylate